pyridine-3-carbonitrile Trifluoroacetic Acid Salt FC(C(=O)O)(F)F.N1=CC(=CC=C1)C#N